C1(CC1)C1=C(C(=NO1)C1=CC(=CC=C1)O)CO[C@H]1[C@@H]2CN([C@H](C1)C2)C=2SC1=C(N2)C(=CC(=C1)C(=O)O)F 2-((1S,4S,5R)-5-((5-cyclopropyl-3-(3-hydroxyphenyl)isoxazol-4-yl)methoxy)-2-azabicyclo[2.2.1]heptan-2-yl)-4-fluorobenzo[d]thiazole-6-carboxylic acid